2-(5-(1-(3,5-dichloropyridin-4-yl)ethoxy)-1H-indazol-3-yl)-4,6-dihydropyrrolo[3,4-d]imidazol ClC=1C=NC=C(C1C(C)OC=1C=C2C(=NNC2=CC1)C=1NC2=C(N1)CNC2)Cl